N-(2-(4-((4-amino-7-methyl-5-(4-phenoxyphenyl)-7H-pyrrolo[2,3-d]pyrimidin-6-yl)ethynyl)-4-hydroxypiperidin-1-yl)-2-oxoethyl)acrylamide NC=1C2=C(N=CN1)N(C(=C2C2=CC=C(C=C2)OC2=CC=CC=C2)C#CC2(CCN(CC2)C(CNC(C=C)=O)=O)O)C